C(C)(C)(C)C=1C=C(C=C(C1O)C(C)(C)C)CCC(=O)N 3-(3,5-di-t-butyl-4-hydroxyphenyl)propionamide